(trimethylsilyl)-carbonyl-benzene C[Si](C(=O)C1=CC=CC=C1)(C)C